BrC=1C=C(/C=C/C2=C(C=CC=C2)C2=CC=CC=C2)C=CC1OCOC (E)-2-(3-bromo-4-(methoxymethoxy)styryl)-1,1'-biphenyl